ClC1=CC=CC2=C1NC(=N2)C(=O)N2C(C=1N(C(C2)C)C(=CC1)C#N)C 2-(7-chloro-1H-benzo[d]imidazole-2-carbonyl)-1,4-dimethyl-1,2,3,4-tetrahydropyrrolo[1,2-a]pyrazine-6-carbonitrile